C(C1=CC=CC=C1)OC=1C=C2C3=C(N(C2=CC1)C(=O)OC(C)(C)C)C=NC(=C3COC)C(=O)OC(C)C 9-(tert-butyl) 3-isopropyl 6-(benzyloxy)-4-(methoxymethyl)-9H-pyrido[3,4-b]indole-3,9-dicarboxylate